OC1=CC=CCC=C1O 4,5-Dihydroxycycloheptatrien